5-hydroxy-1-[[2-(trimethylsilyl)ethoxy]methyl]pyrazolo[3,4-b]pyridine-3-carbonitrile OC=1C=C2C(=NC1)N(N=C2C#N)COCC[Si](C)(C)C